1-bromo-2-(2-bromophenyl)naphthalene BrC1=C(C=CC2=CC=CC=C12)C1=C(C=CC=C1)Br